FC1=C(C=C(C=N1)C=1C=NC=C(C(=O)O)C1)NS(=O)(=O)C1=CC=CC=C1 5-(6-fluoro-5-(phenylsulfonylamino)pyridin-3-yl)nicotinic acid